4-(2-bromopropionyl)phenoxyacetic acid BrC(C(=O)C1=CC=C(OCC(=O)O)C=C1)C